ethyl 2-(3,4-dichlorophenyl)-1-ethyl-6-[[5-(2-methoxyethoxy)-3-(trifluoromethyl)pyrazol-1-yl]methyl]-4-oxo-pyridine-3-carboxylate ClC=1C=C(C=CC1Cl)C=1N(C(=CC(C1C(=O)OCC)=O)CN1N=C(C=C1OCCOC)C(F)(F)F)CC